C1=CC=CCC1 5,6-dihydrobenzol